tert-butyl ((S)-1-((2S,4R)-4-hydroxy-2-(((R)-2-hydroxy-1-(4-(3-methylpyridin-4-yl)phenyl)ethyl)carbamoyl)pyrrolidin-1-yl)-3-methyl-1-oxobutan-2-yl)carbamate O[C@@H]1C[C@H](N(C1)C([C@H](C(C)C)NC(OC(C)(C)C)=O)=O)C(N[C@@H](CO)C1=CC=C(C=C1)C1=C(C=NC=C1)C)=O